benzene-1,4-dicarboxamide C1(=CC=C(C=C1)C(=O)N)C(=O)N